methyl 5-chloro-2-(5-chloropentanamido)isonicotinate ClC1=CN=C(C=C1C(=O)OC)NC(CCCCCl)=O